methyl 3-((3-amino-5-methoxyphenoxy)methyl)bicyclo[1.1.1]pentane-1-carboxylate NC=1C=C(OCC23CC(C2)(C3)C(=O)OC)C=C(C1)OC